4-chloro-2-[3-(3,5-dichlorophenyl)ureido]-N-methylbenzamide ClC1=CC(=C(C(=O)NC)C=C1)NC(=O)NC1=CC(=CC(=C1)Cl)Cl